C/C(=C\\1/C(=O)C[C@@H]2[C@@]1(CC[C@@H]3[C@@]2(CC[C@H]([C@]3(C)C(=O)[O-])OC(=O)C)C)C)/C=C/C=C(\\C)/C(/C=C/C(C)(C)O)OC.[Na+] The molecule is an organic sodium salt that is the monosodium salt of globostellatic acid B. Isolated from the marine sponge Stelletta globostellata, it exhibits cytotoxicity against P-388 murine leukemia cells. It has a role as a metabolite and an antineoplastic agent. It contains a globostellatate B(1-).